N(N)C1=NN=C(N=N1)N1CCOCC1 4-(6-hydrazino-1,2,4,5-tetrazine-3-yl)morpholine